tert-butyl N-[[4-(6-allyloxypyrrolo[2,1-f][1,2,4]triazin-4-yl)-2-methyl-phenyl]methyl]carbamate C(C=C)OC=1C=C2C(=NC=NN2C1)C1=CC(=C(C=C1)CNC(OC(C)(C)C)=O)C